magnesium-calcium ethoxide [O-]CC.[Ca+2].[Mg+2].[O-]CC.[O-]CC.[O-]CC